benzo[4,5]imidazo[2,1-a]isoquinoline C1=CC=CC=2C=CN3C(C12)=NC1=C3C=CC=C1